acetoxy-6-(phenylmethyloxy)quinoline-2-carboxylic acid ethyl ester C(C)OC(=O)C1=NC2=CC=C(C=C2C=C1OC(C)=O)OCC1=CC=CC=C1